(3R)-3-(4-chlorophenyl)-2-[(5-chloropyrimidin-2-yl)methyl]-4-fluoro-6-[1-(4-fluoropiperidin-4-yl)-1-hydroxypropyl]-3-methoxy-2,3-dihydro-1H-isoindol-1-one ClC1=CC=C(C=C1)[C@@]1(N(C(C2=CC(=CC(=C12)F)C(CC)(O)C1(CCNCC1)F)=O)CC1=NC=C(C=N1)Cl)OC